C(C)(C)N(C(C)C)P(OCCC#N)N(C(C)C)C(C)C 3-(bis(diisopropylamino)phosphinooxy)propanenitrile